4-((3R,5R)-5-((5-bromo-1-methyl-6-oxo-1,6-dihydropyridazin-4-yl)amino)-1-methylpiperidin-3-yl)-N-(8-((2-(2,6-dioxopiperidin-3-yl)-1,3-dioxoisoindolin-4-yl)oxy)octyl)benzamide BrC1=C(C=NN(C1=O)C)N[C@@H]1C[C@@H](CN(C1)C)C1=CC=C(C(=O)NCCCCCCCCOC2=C3C(N(C(C3=CC=C2)=O)C2C(NC(CC2)=O)=O)=O)C=C1